4-(2-bromo-3-isopropyl-1H-indol-5-yl)piperidine-1-carboxylic acid tert-butyl ester C(C)(C)(C)OC(=O)N1CCC(CC1)C=1C=C2C(=C(NC2=CC1)Br)C(C)C